N-(1H-benzimidazol-2-ylmethylene)-2-methyl-propane-2-sulfinamide N1C(=NC2=C1C=CC=C2)C=NS(=O)C(C)(C)C